3,6-dibromo-2,7-dimethoxynaphthalene BrC=1C(=CC2=CC(=C(C=C2C1)Br)OC)OC